2-(6-bromoimidazo[1,2-a]pyridin-2-yl)ethan-1-ol BrC=1C=CC=2N(C1)C=C(N2)CCO